O(C1=CC=CC=C1)C1=CC=C(C=C1)NC=1C2=C(N=C(N1)C=O)NC=C2 4-[(4-phenoxyphenyl)amino]-7H-pyrrolo[2,3-d]pyrimidine-2-carbaldehyde